O(C1=CC=CC=C1)C1=CC=C(C=C1)N1C=C(C=2N=CN=C(C21)N)C2CCC1(OCCO1)CC2 5-(4-phenoxyphenyl)-7-(1,4-dioxaspiro[4.5]decan-8-yl)-5H-pyrrolo[3,2-d]pyrimidin-4-amine